BrC=1C(=C(C=CC1)NC(=O)C=1N=CC=2CN(CCC2C1)CC)Cl N-(3-bromo-2-chlorophenyl)-7-ethyl-5,6,7,8-tetrahydro-2,7-naphthyridine-3-carboxamide